2-[1-[(3,4,5-trimethoxyphenyl)methyl]pyridin-1-ium-3-yl]acetohydrazide bistrifluoroacetate FC(C(=O)[O-])(F)F.FC(C(=O)[O-])(F)F.COC=1C=C(C=C(C1OC)OC)C[N+]1=CC(=CC=C1)CC(=O)NN.COC=1C=C(C=C(C1OC)OC)C[N+]1=CC(=CC=C1)CC(=O)NN